FC1=C(C(=CC(=C1)CO)F)C1=C2C([Si](C3=C1C=CC(=C3)O)(C)C)=CC(C=C2)=O 10-(2,6-Difluoro-4-(hydroxymethyl)phenyl)-7-hydroxy-5,5-dimethyldibenzo[b,e]silin-3(5H)-one